(2E)-3-[1-(2-nitrophenyl)-1H-pyrrol-2-yl]prop-2-en [N+](=O)([O-])C1=C(C=CC=C1)N1C(=CC=C1)/C=C/C